C(OC(C)OC1=C(C(=CC(=C1)CCCCC)O)C1C(CCC(=C1)C)C(=C)C)(OCCOC)=O 1-((6-hydroxy-5'-methyl-4-pentyl-2'-(prop-1-en-2-yl)-1',2',3',4'-tetrahydro-[1,1'-biphenyl]-2-yl)oxy)ethyl (2-methoxyethyl) carbonate